4-carbamoyl-2,3,5,6-tetramethylphenyl 4-(benzyloxy)-2,3,6-trimethylbenzoate C(C1=CC=CC=C1)OC1=C(C(=C(C(=O)OC2=C(C(=C(C(=C2C)C)C(N)=O)C)C)C(=C1)C)C)C